N-[(1S,4R)-9-(Dichloromethylene)-1,2,3,4-tetrahydro-1,4-methanonaphthalin-5-yl]-3-(difluoromethyl)-1-methyl-1H-pyrazole-4-carboxamide ClC(=C1[C@H]2CC[C@@H]1C1=C(C=CC=C21)NC(=O)C=2C(=NN(C2)C)C(F)F)Cl